C(C1=CC=CC=C1)OC1CC(C1)OC1=NC(=NC=C1C(=O)NC1=C(C=CC=C1Cl)Cl)S(=O)C 4-[3-(benzyloxy)cyclobutoxy]-N-(2,6-dichlorophenyl)-2-methanesulfinylpyrimidine-5-carboxamide